FC(C1C(C1)N1N=NC(=C1)C(=O)NCC=1SC(=NN1)C1=CC=CC=C1)F 1-(2-(difluoromethyl)cyclopropyl)-N-[(5-phenyl-1,3,4-thiadiazol-2-yl)methyl]-1H-1,2,3-triazole-4-carboxamide